3,4-bis(2,2,2-trifluoroethyl)-1H-pyrrole-2,5-dicarboxylic acid FC(CC1=C(NC(=C1CC(F)(F)F)C(=O)O)C(=O)O)(F)F